COC1=NC=CC(=C1B(O)O)OC 2,4-DIMETHOXYPYRIDIN-3-YLBORONIC ACID